C1(CCCC1)C1=NC=C(C(=N1)O[C@@H]1[C@@H](CCCC1)O)C(=O)N[C@H](\C=C\S(=O)(=O)C)C 2-Cyclopentyl-4-[(1S,2R)-2-hydroxycyclohexyloxy]-N-[(E,1S)-1-methyl-3-methylsulfonyl-allyl]pyrimidine-5-carboxamide